FC(C1=CC=C(C=C1)C1=CN=C(O1)NC=1C(=NC=CC1)C(=N)NO)(F)F ((5-[4-(trifluoromethyl)phenyl]-1,3-oxazol-2-yl)amino)-N-hydroxy-pyridine-2-carboxamidine